NC1=NC=NC=2C3=C(CC(C12)(C)C)C(=C(C=C3)O[C@@H]3CC[C@@H](CC3)N)N(CCO)C 2-[[4-amino-8-(cis-4-aminocyclohexyloxy)-5,5-dimethyl-6H-benzo[H]quinazolin-7-yl]-methyl-amino]ethanol